ClC=1C=C(C=CC1Cl)S(=O)(=O)NC=1C(=C(C(=CC1)F)C=1C=C2C=NC(=NC2=CC1)NC(C(C)(C)C)=O)F N-(6-(3-((3,4-dichlorophenyl)sulfonamido)-2,6-difluorophenyl)quinazolin-2-yl)pivalamide